3-((3-Bromo-4-fluorophenyl)(2-isopropylphenyl)amino)-3-oxopropionic acid BrC=1C=C(C=CC1F)N(C(CC(=O)O)=O)C1=C(C=CC=C1)C(C)C